4-(3-Bromophenyl)pyridine BrC=1C=C(C=CC1)C1=CC=NC=C1